NCCCN(CCCN)CCCCCCCCCCCC N,N-bis-(3-aminopropyl)dodecylamine